C(CCCCC)NN1NC(=CC(=N1)S)S 2-hexylamino-4,6-dimercaptotriazine